1-(5-fluoro-3-methoxy-2-pyridyl)piperazine methyl-3-bromo-5-[1-(2-trimethylsilylethoxymethyl)pyrazol-4-yl]thiophene-2-carboxylate COC(=O)C=1SC(=CC1Br)C=1C=NN(C1)COCC[Si](C)(C)C.FC=1C=C(C(=NC1)N1CCNCC1)OC